dimethyl (4-(3-amino-6-(2-chloro-5-fluorophenyl)pyrazine-2-carboxamido)phenylsulfonyl)methylphosphonate NC=1C(=NC(=CN1)C1=C(C=CC(=C1)F)Cl)C(=O)NC1=CC=C(C=C1)S(=O)(=O)CP(OC)(OC)=O